2-(2-furyl)-2-methyl-1,3-butanediol ditrimethylphenylglyoxylate CC1=C(C(=C(C=C1)C(C(=O)OCC(C(C)OC(C(=O)C1=C(C(=C(C=C1)C)C)C)=O)(C)C=1OC=CC1)=O)C)C